COC=1C=C(C=C(C1)OC)[C@@H](C)ONC(=O)C1=NC(=CN=C1)C1=CC=C(C=C1)OCC (R)-N-(1-(3,5-dimethoxyphenyl)ethoxy)-6-(4-ethoxyphenyl)pyrazine-2-carboxamide